C[Si](=CC(C)(C)C1=CC=C(C=C1)C1=C2C=C(C(C2=CC=C1)C1C=C(C2=CC=CC=C12)C1=CC=CC=C1)C)C dimethylsilanediyl-(3-phenyl-1H-inden-1-yl)(2-methyl-4-(4-tert-butylphenyl)-1H-Indene)